OB1OCC2=C1C(=CC(=C2)NC2=NC=C(C(=N2)NC2C(CCC2)C#N)C)C(F)(F)F 2-[[2-[[1-hydroxy-7-(trifluoromethyl)-3H-2,1-benzoxaborole-5-yl]amino]-5-methyl-pyrimidin-4-yl]amino]cyclopentanecarbonitrile